C(C)(C)(C)OC(C1=C(C(=CC(=C1)F)N1N=C(N(C1=O)CC)COCC1=CC=CC=C1)I)=O (3-((benzyloxy)methyl)-4-ethyl-5-oxo-4,5-dihydro-1H-1,2,4-triazol-1-yl)-5-fluoro-2-iodobenzoic acid tert-butyl ester